C(C)(C)(C)OC(NC[C@H](CS)O[Si](C)(C)C(C)(C)C)=O (R)-tert-butyl(2-((tert-butyldimethylsilyl)oxy)-3-mercaptopropyl)carbamate